C(C1=CC=CC=C1)OC(C)C1C=2C=CC=CC2C(C2=CC=CC=C12)(C)C 10-(1-(benzyloxy)ethyl)-9,9-dimethyl-9,10-dihydroanthracene